N-(5-((6-((R)-3-(3,5-difluorophenyl)isoxazolidine-2-yl)pyrimidine-4-yl)amino)-2-(4-(4-ethylpiperazine-1-yl)piperidine-1-yl)-4-methoxyphenyl)acrylamide FC=1C=C(C=C(C1)F)[C@@H]1N(OCC1)C1=CC(=NC=N1)NC=1C(=CC(=C(C1)NC(C=C)=O)N1CCC(CC1)N1CCN(CC1)CC)OC